2,3-di(2-mercaptoethyl)-1-propane-thiol SCCC(CS)CCCS